ClC=1C=C(CNCCCCOC2CN(C2)C2=NC3=C(C4=CN=CC=C24)C=CC(=C3)C(=O)O)C=C(C1)CC#N 5-(3-(4-((3-chloro-5-(cyanomethyl)benzyl)amino)butoxy)azetidin-1-yl)benzo[c][2,6]naphthyridine-8-carboxylic acid